[Te]=O.[Fe] iron-tellurium oxide